FC1=C(C=CC(=C1)OC1=CC=CC=C1)C1=CN(C=2N=CN=C(C21)N)[C@@H]2CC[C@H](CC2)N2C[C@@H](NCC2)C 5-(2-fluoro-4-phenoxyphenyl)-7-((trans)-4-((S)-3-methylpiperazin-1-yl)cyclohexyl)-7H-pyrrolo[2,3-d]pyrimidin-4-amine